(Z)-5-(2-Fluoro-6-methoxyphenyl)-6-methyl-3-(1-((1-methyl-1H-pyrazol-4-yl)amino)ethylidene)indolin-2-one FC1=C(C(=CC=C1)OC)C=1C=C2/C(/C(NC2=CC1C)=O)=C(\C)/NC=1C=NN(C1)C